(R)-N-(2-bromo-6-(cyclopropylcarbamoyl)-4-fluorophenyl)tetrahydrofuran-3-carboxamide BrC1=C(C(=CC(=C1)F)C(NC1CC1)=O)NC(=O)[C@H]1COCC1